OC1=C(C=C(\C=C/2\C(=C(C3=CC(=CC=C23)OC)CC(=O)O)C)C=C1)OC (Z)-2-(1-(4-hydroxy-3-methoxybenzylidene)-5-methoxy-2-methyl-1H-inden-3-yl)acetic acid